(S)-3,5-Dimethyl-benzoic acid N-(1-tert-butyl-butyl)-N'-(2-fluoro-benzoyl)-hydrazide C(C)(C)(C)[C@H](CCC)N(NC(C1=C(C=CC=C1)F)=O)C(C1=CC(=CC(=C1)C)C)=O